(2-chloro-3-methoxy-1-naphthyl) trifluoromethanesulfonate FC(S(=O)(=O)OC1=C(C(=CC2=CC=CC=C12)OC)Cl)(F)F